The molecule is a hepoxilin having (5Z,9E,14Z) double bond stereochemistry, an 8-hydroxy substituent and an 11S,12S-epoxy group. It has a role as a rat metabolite and a human xenobiotic metabolite. It is a hepoxilin, an epoxy fatty acid, a long-chain fatty acid and a hydroxy polyunsaturated fatty acid. It derives from a (5Z,9E,14Z)-icosa-5,9,14-trienoic acid. It is a conjugate acid of a hepoxilin A3(1-). CCCCC/C=C\\C[C@H]1[C@@H](O1)/C=C/C(C/C=C\\CCCC(=O)O)O